C1=CC(=CC=C1C(=O)O)[N+](=O)[O-] The molecule is a nitrobenzoic acid having the nitro group at the 4-position. It derives from a benzoic acid. It is a conjugate acid of a 4-nitrobenzoate.